tert-butyl rac-(3S)-3-methyl-6-[2-oxo-1-(2-trimethylsilylethoxymethyl)-3,4-dihydroquinolin-6-yl]-3,4-dihydro-2H-pyridine-1-carboxylate C[C@@H]1CN(C(=CC1)C=1C=C2CCC(N(C2=CC1)COCC[Si](C)(C)C)=O)C(=O)OC(C)(C)C |r|